F[C@@H]1CN(CCC1)C1(CC(C1)N1C(C(C2=NC=CC=C21)(C)C)=O)C 1-((1S,3s)-3-((R)-3-fluoropiperidin-1-yl)-3-methylcyclobutyl)-3,3-dimethyl-2H-pyrrolo[3,2-b]pyridin-2-one